1-benzyl-4-(dimethylphosphoryl)pyridin-1-ium C(C1=CC=CC=C1)[N+]1=CC=C(C=C1)P(=O)(C)C